butadiene di-lithium [Li].[Li].C=CC=C